3-chloro-N-[(2,4-dimethoxyphenyl)methyl]-2,6-difluoro-N-(6-fluoro-2-pyridyl)-4-[3-methoxy-3-(1-methyl-2-piperidyl)pyrrolidin-1-yl]benzenesulfonamide ClC=1C(=C(C(=CC1N1CC(CC1)(C1N(CCCC1)C)OC)F)S(=O)(=O)N(C1=NC(=CC=C1)F)CC1=C(C=C(C=C1)OC)OC)F